COC(=O)C=1C(=CC=C2C=CC3(CCNCC3)OC12)OC 7-Methoxyspiro[chromene-2,4'-piperidine]-8-carboxylic acid methyl ester